BrC=1C=C2C(=NC1)C1(C(N2COCC[Si](C)(C)C)=O)CCOCC1 6'-bromo-1'-{[2-(trimethylsilyl)ethoxy]methyl}-2,3,5,6-tetrahydrospiro[pyran-4,3'-pyrrolo[3,2-b]pyridin]-2'(1'H)-one